OC[C@H]1O[C@H](O[C@H]2O[C@H](CO)[C@@H](O)[C@H](O)[C@H]2O)[C@H](O)[C@@H](O)[C@@H]1O alpha,alpha-trehalose